3-chloro-5-iodo-4-methyl-benzoic acid ClC=1C=C(C(=O)O)C=C(C1C)I